BrC1=C(C(=C(C(=O)Cl)C=C1)F)F 4-bromo-2,3-difluorobenzoyl chloride